ClC1=CC2=C(N(C(N=C2N2[C@H](CN(CC2)C(C=C)=O)C)=O)C2=C(C=CC=C2)C(C)C)N=C1C1=C(C=NN1C)C 6-chloro-7-(1,4-dimethyl-1H-pyrazol-5-yl)-4-((2S)-2-methyl-4-(2-propenoyl)-1-piperazinyl)-1-(2-(2-propanyl)phenyl)pyrido[2,3-d]pyrimidin-2(1H)-one